FC([C@H]1N(C(OC1)=O)C=1N=C2N(CCOC3=C2C=CC(=C3)NC3(COC3)C(=O)N)C1)F (S)-3-((2-(4-(Difluoromethyl)-2-oxooxazolidin-3-yl)-5,6-dihydrobenzo[f]imidazo[1,2-d][1,4]oxazepin-9-yl)amino)oxetane-3-carboxamide